(2S,4R)-4-(trifluoromethyl)pyrrolidine-1,2-dicarboxylic acid 2-benzyl 1-tert-butyl ester C(C)(C)(C)OC(=O)N1[C@@H](C[C@H](C1)C(F)(F)F)C(=O)OCC1=CC=CC=C1